butyl (3-((1-((6-chloropyridin-3-yl)amino)isoquinolin-6-yl)oxy)-1,1,1-trifluoropropan-2-yl)carbamate ClC1=CC=C(C=N1)NC1=NC=CC2=CC(=CC=C12)OCC(C(F)(F)F)NC(OCCCC)=O